isopropyl (R)-2-((5-acrylamido-4-(3-(dimethylamino)pyrrolidin-1-yl)-2-methoxyphenyl)amino)-4-(3,3,5-trimethyl-2,3-dihydro-1H-pyrrolo[3,2-b]pyridin-1-yl)pyrimidine-5-carboxylate C(C=C)(=O)NC=1C(=CC(=C(C1)NC1=NC=C(C(=N1)N1CC(C2=NC(=CC=C21)C)(C)C)C(=O)OC(C)C)OC)N2C[C@@H](CC2)N(C)C